2'-deoxy-2'-fluorouridine-3'-phosphorothioate P(O)(O)(=S)O[C@H]1[C@H]([C@@H](O[C@@H]1CO)N1C(=O)NC(=O)C=C1)F